1-ethyl-5-(4,4,5,5-tetramethyl-1,3,2-dioxaborolan-2-yl)-1H-imidazole C(C)N1C=NC=C1B1OC(C(O1)(C)C)(C)C